BrC1=C(C=C(C=C1)C1=NOC(C1)(C(F)(F)F)C1=CC(=C(C(=C1)F)F)F)C 3-(4-bromo-3-methylphenyl)-5-(3,4,5-trifluorophenyl)-5-(trifluoromethyl)-4,5-dihydroisoxazole